[N+](=O)([O-])C1=CC=C(CN2C3CN(CC2C3)C3=CC=C(C=N3)C=3C=2N(C=C(C3)C=3C=NN(C3)C(F)F)N=CC2C#N)C=C1 4-(6-(6-(4-nitrobenzyl)-3,6-diaza-bicyclo[3.1.1]heptan-3-yl)pyridin-3-yl)-6-(1-(difluoromethyl)-1H-pyrazol-4-yl)pyrazolo[1,5-a]pyridine-3-carbonitrile